(4-{5-[5-Chloro-6-(2-methoxy-ethoxy)-1H-indazol-3-yl]-isoxazol-3-yl}-phenyl)-(3-morpholin-4-yl-azetidin-1-yl)-methanone ClC=1C=C2C(=NNC2=CC1OCCOC)C1=CC(=NO1)C1=CC=C(C=C1)C(=O)N1CC(C1)N1CCOCC1